N-(7-chloroquinolin-4-yl)-N',N'-dimethylpropane-1,3-diamine ClC1=CC=C2C(=CC=NC2=C1)NCCCN(C)C